FC1=C(C(=C(C(=C1F)SC)F)F)CC(=O)N 2-(2,3,5,6-tetrafluoro-4-(methylthio)phenyl)acetamide